N,N-dimethyl-2-(3-methyl-4-nitro-1H-pyrazol-1-yl)ethan-1-amine CN(CCN1N=C(C(=C1)[N+](=O)[O-])C)C